C(C1=CC=CC=C1)OC1=C(C=C(C=C1)C(O)C1=C(C=C(C=C1C)O[Si](C(C)C)(C(C)C)C(C)C)C)C(C)C (4-(benzyloxy)-3-isopropylphenyl)(2,6-dimethyl-4-((triisopropylsilyl)oxy)phenyl)methanol